N-(2-(Dimethylamino)ethyl)-6-(2-(4-fluoro-3-methylphenyl)pyridin-3-yl)imidazo[1,5-a]pyridine-3-carboxamide CN(CCNC(=O)C1=NC=C2N1C=C(C=C2)C=2C(=NC=CC2)C2=CC(=C(C=C2)F)C)C